1-(Allyloxy)-2-methyl-1-oxopropan-2-yl-2-chloro-4-fluoro-5-nitrobenzoat C(C=C)OC(C(C)(C)OC(C1=C(C=C(C(=C1)[N+](=O)[O-])F)Cl)=O)=O